tert-Butyl 3-(2,7-dichloro-8-fluoro-pyrido[4,3-d]pyrimidin-4-yl)-3,8-diazabicyclo[3.2.1]octane-8-carboxylate ClC=1N=C(C2=C(N1)C(=C(N=C2)Cl)F)N2CC1CCC(C2)N1C(=O)OC(C)(C)C